ClC=1C=C(C=CC1C#N)N1CC2(CC1C)CCN(CC2)C2=CC=C(C(=O)N1CCN(CC1)CC(=O)NC1=CC(=CC=C1)NC1C(NC(CC1)=O)=O)C=C2 2-(4-(4-(2-(3-Chloro-4-cyanophenyl)-3-methyl-2,8-diazaspiro[4.5]decan-8-yl)benzoyl)piperazin-1-yl)-N-(3-((2,6-dioxo-piperidin-3-yl)amino)-phenyl)acetamide